C(C)(C)(C)OC(C(CCN1N(CC2C1C(CN2C(=O)OC(C)(C)C)(F)F)C)(C)C)=O tert-Butyl 1-(4-(tert-butoxy)-3,3-dimethyl-4-oxobutyl)-6,6-difluoro-2-methylhexahydropyrrolo[3,2-c]pyrazole-4(2H)-carboxylate